2,4-dichloro-6-fluorobromobenzene ClC1=C(C(=CC(=C1)Cl)F)Br